4-cyano-N-(1-(4-(2-cyclopropylpyrimidin-5-yl)phenyl)cyclobutyl)benzamide C(#N)C1=CC=C(C(=O)NC2(CCC2)C2=CC=C(C=C2)C=2C=NC(=NC2)C2CC2)C=C1